3,5-dimethyl-4-(2-methyl-1-(1-phenylethyl)-1H-imidazo[4,5-b]pyridin-6-yl)isoxazole CC1=NOC(=C1C=1C=C2C(=NC1)N=C(N2C(C)C2=CC=CC=C2)C)C